C(C)(C)(C)OC(CCCC(=O)NC1=CC=C(C=C1)CO)=O 5-((4-(hydroxymethyl)phenyl)amino)-5-oxopentanoic acid tert-butyl ester